N-(3-Methyl-4-(pyridin-3-yloxy)phenyl)-5,6,7,8-tetrahydropyrido[4',3':4,5]thieno[2,3-d]pyrimidin-4-amine CC=1C=C(C=CC1OC=1C=NC=CC1)NC=1C2=C(N=CN1)SC1=C2CCNC1